1-Ethyl 6-(N-(6-((6-(benzo[d]thiazol-2-ylamino)-5-methylpyridazin-3-yl)(methyl)amino)-3-(1-(cyclohexylmethyl)-5-methyl-1H-pyrazol-4-yl)picolinoyl)sulfamoyl)hexanoate S1C(=NC2=C1C=CC=C2)NC2=C(C=C(N=N2)N(C2=CC=C(C(=N2)C(=O)NS(=O)(=O)CCCCCC(=O)OCC)C=2C=NN(C2C)CC2CCCCC2)C)C